NCCCNC(C1=CC=C(C=C1)C1=CC=C2C(=CC=NC2=C1)NC=1C=CC2=C(N=CS2)C1)=O N-(3-aminopropyl)-4-(4-(benzo[d]thiazol-5-ylamino)quinolin-7-yl)benzamide